OC1(CCN(CC1)C(CC)=O)C 1-(4-hydroxy-4-methyl-1-piperidyl)propan-1-one